(4-(4-chlorophenoxy)-3,5-bis(trifluoromethyl)phenyl)-2-hydroxybenzamide ClC1=CC=C(OC2=C(C=C(C=C2C(F)(F)F)C=2C(=C(C(=O)N)C=CC2)O)C(F)(F)F)C=C1